1-(6-(benzyloxy)pyridin-3-yl)-4,4,4-trifluorobutane-1,3-dione C(C1=CC=CC=C1)OC1=CC=C(C=N1)C(CC(C(F)(F)F)=O)=O